3-(4-(Cyclopentyloxy)phenyl)-5-(1-methyl-2-nitro-1H-imidazol-5-yl)-1,2,4-oxadiazole C1(CCCC1)OC1=CC=C(C=C1)C1=NOC(=N1)C1=CN=C(N1C)[N+](=O)[O-]